BrC=1C(=NC(=NC1)NC=1C=CC2=C(OC[C@H]3N2CCN(C3)C3CCN(CC3)C)C1)NC=1C(=C3N=CC=NC3=CC1)P(C)(C)=O (S)-(6-((5-bromo-2-((3-(1-methylpiperidin-4-yl)-1,2,3,4,4a,5-hexahydrobenzo[b]pyrazino[1,2-d][1,4]oxazin-8-yl)amino)pyrimidin-4-yl)amino)quinoxalin-5-yl)dimethylphosphine oxide